N[C@@H]1CN(CC[C@H]1F)C1=NC2=C(N1C(C)C=1C=C(C#N)C=CC1)C=C(C(=C2)F)F 3-(1-(2-((3R,4R)-3-Amino-4-fluoropiperidin-1-yl)-5,6-difluoro-1H-benzo[d]imidazol-1-yl)ethyl)benzonitril